NC1=NC=CC=C1C1=CC(=NO1)CC1=CC=C(OCC2=CC=C(C#N)C=C2)C=C1 4-((4-((5-(2-aminopyridin-3-yl)isoxazol-3-yl)methyl)phenoxy)methyl)benzonitrile